COC=CCCCCC(OCC)OCC diethoxyheptenyl methyl ether